O=C1NC(CCC1N1C(C2=CC=CC(=C2C1=O)N1CCN(CC1)CCCCCOC=1C=CC(=NC1)N1CCN(CC1)C(=O)OC(C)(C)C)=O)=O tert-butyl 4-(5-((5-(4-(2-(2,6-dioxopiperidin-3-yl)-1,3-dioxoisoindolin-4-yl)piperazin-1-yl)pentyl)oxy)pyridin-2-yl)piperazine-1-carboxylate